BrC=1C=CC(=[N+](C1)[O-])C(=O)OC 5-bromo(methoxycarbonyl)pyridine 1-oxide